2-methylpropionic acid 2-hydroxypropyl ester OC(COC(C(C)C)=O)C